NC1=C(C(=NN1C1CN(CC1(F)F)CC)C1=CC=C(C=C1)CNC(C1=C(C=CC(=C1)F)OC)=O)C(=O)N amino-1-(1-ethyl-4,4-difluoro-pyrrolidin-3-yl)-3-[4-[[(5-fluoro-2-methoxy-benzoyl)amino]methyl]phenyl]pyrazole-4-carboxamide